C[Si](C)(C)C#CC1=CN=C(N=N1)N[C@H]1CN(CC1)C1=NC=CC2=CC(=CC=C12)NC(C=C)=O (R)-N-(1-(3-((6-((trimethylsilyl)ethynyl)-1,2,4-triazin-3-yl)amino)pyrrolidin-1-yl)isoquinolin-6-yl)acrylamide